Racemic-2-(methyl(2-oxo-4-(o-tolyl)-2H-pyrano[2,3-b]pyridin-7-yl)amino)propanamide CN([C@@H](C(=O)N)C)C1=CC=C2C(=N1)OC(C=C2C2=C(C=CC=C2)C)=O |r|